ClC=1C=C(C=NC1N1N=CC=N1)NC(=O)C1=C(C(=NS1)C1=CC=CC=C1)C=C N-(5-CHLORO-6-(2H-1,2,3-TRIAZOL-2-YL)PYRIDIN-3-YL)-4-VINYL-3-PHENYLISOTHIAZOLE-5-CARBOXAMIDE